FC1=C(C=C(C(=C1O)O)OC)C1=NC2=C(N1C1(COC1)C)C=C(C=C2)N2C(OCC2)=O 3-(2-(2-fluoro-3,4-dihydroxy-5-methoxyphenyl)-1-(3-methyloxetan-3-yl)-1H-benzo[d]imidazol-6-yl)oxazolidin-2-one